2-methyl-4,4a,5,9b-tetrahydroindeno[1,2-d][1,3]dioxazine CN1OCC2C(O1)C1=CC=CC=C1C2